C1(CC1)C(=O)NNC(=O)C1=CC2=C(N(C(C1)=O)CC1=CC(=C(C=C1)C)F)C=CC=C2 N'-(cyclopropanecarbonyl)-1-(3-fluoro-4-methylbenzyl)-2-oxo-2,3-dihydro-1H-benzo[b]azepine-4-carbohydrazide